COC1=CC=C(CN(S(=O)(=O)C2=CC=CC(=C2)[N+](=O)[O-])CC2=CC=C(C=C2)OC)C=C1 N,N-bis(4-methoxybenzyl)-5-nitro-benzenesulfonamide